O=C1ON=C2N1C1=C(OC[C@@H]2C=2C(=NC=CC2OC2=CC=CC=C2)C(=O)N)C=CC=C1 ((4R)-1-oxo-4,5-dihydro-1H-benzo[b][1,2,4]oxadiazolo[4,3-d][1,4]oxazepin-4-yl)-4-phenoxypyridineamide